(3R)-1-(tert-butoxycarbonyl)pyrrolidine-3-carboxylic acid C(C)(C)(C)OC(=O)N1C[C@@H](CC1)C(=O)O